CN1N=CC2=C1C=1C=CC=C(C1OC2)NC(OC(C)(C)C)=O tert-butyl (1-methyl-1,4-dihydrochromeno[4,3-c]pyrazol-6-yl)carbamate